N-(2,5-dichlorobenzyl)pyridine-2-amine ClC1=C(CNC2=NC=CC=C2)C=C(C=C1)Cl